C(C)(C)C1=C(C=CC=C1)N1C(C=CC1=O)=O N-(isopropylphenyl)maleimide